N-(1-cyclopropyl-4-fluoro-6-(1H-imidazol-1-yl)-1H-indol-2-yl)-3,3-dimethylbutyramide C1(CC1)N1C(=CC2=C(C=C(C=C12)N1C=NC=C1)F)NC(CC(C)(C)C)=O